2-Bromo-4-isopropylphenol BrC1=C(C=CC(=C1)C(C)C)O